3-(4-(Pyridin-2-yl)piperazin-1-yl)benzo[d]isoxazole N1=C(C=CC=C1)N1CCN(CC1)C1=NOC2=C1C=CC=C2